CC1=C2OC=3C(=CC=CC3CC2=CC=C1C)CC(=O)O 5,6-dimethylxanthene-4-acetic acid